methyl 5-[(3S)-3-{[(7-chloro-1-cyclopropyl-6-fluoro-4-oxo-1,4-dihydroquinolin-3-yl)methyl][(2-methylpyridin-4-yl)methyl]amino}piperidin-1-yl]pyridine-2-carboxylate ClC1=C(C=C2C(C(=CN(C2=C1)C1CC1)CN([C@@H]1CN(CCC1)C=1C=CC(=NC1)C(=O)OC)CC1=CC(=NC=C1)C)=O)F